methyl 2-(6-(4-cyclopropyl-4H-1,2,4-triazol-3-yl) pyridin-2-yl)-3-oxoisoindoline-5-carboxylate C1(CC1)N1C(=NN=C1)C1=CC=CC(=N1)N1CC2=CC=C(C=C2C1=O)C(=O)OC